N1C=CC=2C1=NC=C(C2)OC2=C(C(=O)N)C=C(C(=C2)N2CCC1(CC(C1)N1[C@@H](CCC1)C1=C(C=CC=C1)C(C)C)CC2)F 2-((1H-pyrrolo[2,3-b]pyrid-5-yl)oxy)-5-fluoro-4-(2-((S)-2-(2-isopropylphenyl)pyrrolidin-1-yl)-7-azaspiro[3.5]non-7-yl)benzamide